(R)-N-((1R,4R,8R,9R,10R,11R,12S,13R,Z)-4-fluoro-11,12,13-trihydroxy-8-methyl-14-oxa-2-thiabicyclo[8.3.1]tetradec-6-en-9-yl)-2-methylpropane-2-sulfinamide F[C@H]1CS[C@@H]2[C@@H]([C@H]([C@H]([C@@H]([C@@H]([C@@H](\C=C/C1)C)N[S@](=O)C(C)(C)C)O2)O)O)O